cyano-silver C(#N)[Ag]